OCC1CCC(CC1)C(=O)O (1r,4r)-4-(hydroxymethyl)cyclohexane-1-carboxylic acid